2-(1-isopropyl-4-methyl-1H-pyrazol-5-yl)-8-(4-(1-methyl-4-(trifluoromethyl)-1H-imidazol-2-yl)benzyl)-[1,2,4]triazolo[1,5-b]pyridazine C(C)(C)N1N=CC(=C1C1=NN2N=CC=C(C2=N1)CC1=CC=C(C=C1)C=1N(C=C(N1)C(F)(F)F)C)C